2-[(4-{4-[3-(Methoxymethyl)azetidin-1-yl]piperidin-1-yl}phenyl)amino]-8-phenyl-5-[2-(triisopropylsilyl)ethynyl]pyrido[2,3-d]pyrimidin-7-one COCC1CN(C1)C1CCN(CC1)C1=CC=C(C=C1)NC=1N=CC2=C(N1)N(C(C=C2C#C[Si](C(C)C)(C(C)C)C(C)C)=O)C2=CC=CC=C2